N1N=CC(=C1)C(=O)N 1H-PYRAZOLE-4-CARBOXAMIDE